2-chloro-N-[(4-fluorophenyl)methyl]-N-(3-methoxy-4-methyl-phenyl)acetamide ClCC(=O)N(C1=CC(=C(C=C1)C)OC)CC1=CC=C(C=C1)F